O=C1NC(CCC1C1=NN(C2=CC(=CC=C12)[C@H]1C[C@@H](N(CC1)C(=O)OC(C)(C)C)C)C)=O tert-butyl (2S,4R)-4-[3-(2,6-dioxo-3-piperidyl)-1-methyl-indazol-6-yl]-2-methyl-piperidine-1-carboxylate